(R)-(2-methyl-4-((2-methylpyridin-3-yl)oxy)phenyl)-4-oxo-4,5-dihydro-3H-1-thia-3,5,8-triazaacenaphthylene-2-carboxamide CC1=C(C=CC(=C1)OC=1C(=NC=CC1)C)N1C2=C(SC=3N=CC=C(NC1=O)C32)C(=O)N